FC(S(=O)(=O)OC1=NC(=C(C2=C1C=CS2)C2=C(C=C(C=C2)F)OC(C)C)C2=NN1C(CN(CC1)C(C=C)=O)=C2)(F)F [7-(4-fluoro-2-isopropoxy-phenyl)-6-(5-prop-2-enoyl-6,7-dihydro-4H-pyrazolo[1,5-a]pyrazin-2-yl) thieno[3,2-c]pyridin-4-yl] trifluoromethanesulfonate